Cl.FC1(C(CNC1)O)F 4,4-difluoropyrrolidine-3-ol hydrochloride